BrC1=CC(=C(C(=O)OC)C=C1)I methyl 4-bromo-2-iodobenzoate